5-(4-methylphenyl)-1,3,4-oxadiazol CC1=CC=C(C=C1)C1=NN=CO1